FC1=C(C=C(C=C1)F)C1=CC(=CC=C1)C[C@@H]1N(CCC[C@@H]1NS(=O)(=O)C)C(=O)OC methyl cis-2-((2',5'-difluorobiphenyl-3-yl)methyl)-3-((methylsulfonyl)amino)piperidine-1-carboxylate